CN(C)CC1(CC1)COC=1N=C(C2=C(N1)CNCC2)N2[C@@H]1CN([C@H](C2)CC1)C(=O)OC(C)(C)C tert-butyl (1S,4S)-5-(2-((1-((dimethylamino)methyl)cyclopropyl)methoxy)-5,6,7,8-tetrahydropyrido[3,4-d]pyrimidin-4-yl)-2,5-diazabicyclo[2.2.2]octane-2-carboxylate